2,5-dioxopyrrolidin-1-yl 3-(2,4-difluoro-5-(4,4,5,5-tetramethyl-1,3,2-dioxaborolan-2-yl)benzoyl)-5-(4,4,5,5-tetramethyl-1,3,2-dioxaborolan-2-yl)benzoate FC1=C(C(=O)C=2C=C(C(=O)ON3C(CCC3=O)=O)C=C(C2)B2OC(C(O2)(C)C)(C)C)C=C(C(=C1)F)B1OC(C(O1)(C)C)(C)C